propargylglycine NC(CC#C)C(=O)O